trans-4-((6-(4-(3,4-dihydroisoquinolin-2(1H)-yl)-3-hydroxypiperidine-1-carbonyl)pyrimidin-4-yl)amino)-N-methylbenzamide C1N(CCC2=CC=CC=C12)[C@H]1[C@@H](CN(CC1)C(=O)C1=CC(=NC=N1)NC1=CC=C(C(=O)NC)C=C1)O